C(C)OC([C@H](CC(C(C=1C=C(C=CC1)C)=O)C1=CC=C(C=C1)Cl)F)=O (S)-4-(4-chlorophenyl)-2-fluoro-5-oxo-5-(m-tolyl)pentanoic acid ethyl ester